2-(2-(ethyl(2-(4-((2-(3-fluorobenzoyl)-6-hydroxybenzo[b]thiophen-3-yl)oxy)phenoxy)ethyl)amino)ethoxy)ethyl acetate C(C)(=O)OCCOCCN(CCOC1=CC=C(C=C1)OC=1C2=C(SC1C(C1=CC(=CC=C1)F)=O)C=C(C=C2)O)CC